8,10-dodecadienol C(CCCCCCC=CC=CC)O